C(C)OC(=O)C1=CC(=C2C=CNC2=C1)C=O 4-FORMYL-1H-INDOLE-6-CARBOXYLIC ACID ETHYL ESTER